C12(CNCC(C1)C2)CO 3-azabicyclo[3.1.1]heptan-1-ylmethanol